N-dicarboxymethyl-2-aminopentane-1,5-dioic acid C(=O)(O)C(NC(C(=O)O)CCC(=O)O)C(=O)O